NC1CCN(CC1)C[C@H]1[C@H](C1)CNC1=C2C(N(C(C2=CC=C1)=O)C1C(NC(CC1)=O)=O)=O 4-((((1S,2R)-2-((4-aminopiperidin-1-yl)methyl)cyclopropyl)methyl)amino)-2-(2,6-dioxopiperidin-3-yl)isoindoline-1,3-dione